C12(CC(C1)C2)C2=NN(C(=C2I)C(=O)OC)C[C@H]2[C@@H](C2)C(F)F methyl 3-(bicyclo[1.1.1]pentan-1-yl)-1-(((trans)-2-(difluoromethyl)cyclopropyl)methyl)-4-iodo-1H-pyrazole-5-carboxylate